FC(C=1N=C2N(N=C(C(=C2C)C)N2CC=3C=C(C=NC3CC2)C=2C=NC=CC2OC)C(C1)=O)F 2-(difluoromethyl)-7-(3-(4-methoxypyridin-3-yl)-7,8-dihydro-1,6-naphthyridin-6(5H)-yl)-8,9-dimethyl-4H-pyrimido[1,2-b]pyridazin-4-one